(R)-3-((S)-1-(tert-butoxy)-3-(3-cyanophenyl)-1-oxopropane-2-yl)pyrrolidine-1-carboxylic acid tert-butyl ester C(C)(C)(C)OC(=O)N1C[C@H](CC1)[C@@H](C(=O)OC(C)(C)C)CC1=CC(=CC=C1)C#N